CC(CNC1=NC(=NC(=N1)NC1=CC(=NC=C1)C(F)(F)F)C1=NC=CC(=N1)C(F)(F)F)(C)O 2-methyl-1-[4-(2-trifluoromethyl-pyridin-4-ylamino)-6-(4-trifluoromethyl-pyrimidin-2-yl)-[1,3,5]triazin-2-ylamino]-propan-2-ol